(R)-1-(4-chlorophenyl)-2-(2,6-dibromophenoxy)ethan-1-ol (4-((3-oxo-7-(trifluoromethyl)isoindolin-5-yl)methyl)morpholin-2-yl)methyl-methanesulfonate O=C1NCC2=C(C=C(C=C12)CN1CC(OCC1)CCS(=O)(=O)O[C@@H](COC1=C(C=CC=C1Br)Br)C1=CC=C(C=C1)Cl)C(F)(F)F